3-((cyclobutylmethoxy)(4'-fluoro-[1,1'-biphenyl]-3-yl)methyl)-1-methyl-1H-pyrrolo[2,3-c]pyridin-7-ol C1(CCC1)COC(C1=CN(C2=C(N=CC=C21)O)C)C=2C=C(C=CC2)C2=CC=C(C=C2)F